C(C)[C@@H]1N(C[C@H](N(C1)C(C)C1=CC=C(C=C1)CO)CC)C=1C2=C(N(C(N1)=O)C)C=CC(=N2)C#N 4-((2S,5R)-2,5-diethyl-4-(1-(4-(hydroxymethyl)phenyl)ethyl)piperazin-1-yl)-1-methyl-2-oxo-1,2-dihydropyrido[3,2-d]pyrimidine-6-carbonitrile